ClC1=C(C=CC(=C1)C)C(C(C)=O)OC1OCCCC1 1-(2-chloro-4-methylphenyl)-1-[(oxan-2-yl)oxy]propan-2-one